2-(4-butylsulfanyl-2,5-dimethoxyphenyl)ethanamine C(CCC)SC1=CC(=C(C=C1OC)CCN)OC